(2S,4R)-1-[(2R)-2-amino-3-methyl-3-tritylsulfanyl-butyryl]-4-hydroxy-N-[(1S)-1-[4-(4-methylthiazol-5-yl)phenyl]ethyl]pyrrolidine-2-carboxamide N[C@H](C(=O)N1[C@@H](C[C@H](C1)O)C(=O)N[C@@H](C)C1=CC=C(C=C1)C1=C(N=CS1)C)C(C)(SC(C1=CC=CC=C1)(C1=CC=CC=C1)C1=CC=CC=C1)C